C(C)(C)(C)OC(=O)N[C@H](C(=O)NC1=NC=CC(=C1)CC(C(=O)OC)CC(C(F)(F)F)(O)O)C1CCC(CC1)(F)F methyl 2-((2-((S)-2-((tert-butoxycarbonyl)amino)-2-(4,4-difluorocyclohexyl)acetamido)pyridin-4-yl)methyl)-5,5,5-trifluoro-4,4-dihydroxypentanoate